NC=1C=2N(C=CN1)C(=NC2C2=C(C=C(C=C2)C(C)(O)C2=CC(=CC=C2)C(F)F)F)[C@H]2CN1C(CC([C@@H]1CC2)(C)C)=O (6R,8aS)-6-[8-Amino-1-(4-{1-[3-(difluoromethyl)phenyl]-1-hydroxyethyl}-2-fluorophenyl)-imidazo[1,5-a]pyrazin-3-yl]-1,1-dimethylhexahydroindolizin-3(2H)-on